4-{6-chloro-2-[(3-methyl-1,2-thiazol-5-yl)amino]quinazolin-7-yl}piperidin ClC=1C=C2C=NC(=NC2=CC1C1CCNCC1)NC1=CC(=NS1)C